C1(=CC=CC=C1)NC(C[Si](OC)(OC)OC)C β-phenylaminopropyltrimethoxysilane